pent-1-enol C(=CCCC)O